O[C@@H]1CN(C[C@H]1O)C1CCC(CC1)NC1=C2C=C(N(C2=CC=C1)CC(F)(F)F)C#CCNC1=C(C=C(C=C1)S(=O)(=O)N)OC 4-((3-(4-(((1R,4R)-4-((3R,4R)-3,4-dihydroxypyrrolidin-1-yl)cyclohexyl)amino)-1-(2,2,2-trifluoroethyl)-1H-indol-2-yl)prop-2-yn-1-yl)amino)-3-methoxybenzene-sulfonamide